BrC1=CC=CC(=N1)NC(=O)[C@H]1N(C[C@@H](C1)F)C(CN1N=C(C(=C1)\C=C\C(=O)NC1CC1)C(=O)N)=O 1-(2-((2S,4R)-2-((6-bromopyridin-2-yl)carbamoyl)-4-fluoropyrrolidin-1-yl)-2-oxoethyl)-4-((E)-3-(cyclopropylamino)-3-oxoprop-1-en-1-yl)-1H-pyrazole-3-carboxamide